[3-(2-chloro-6-methyl-4-pyridinyl)-2-(3-cyanophenyl)pyrazolo[1,5-a]pyrimidin-5-yl]-2-hydroxy-2-methyl-propionamide ClC1=NC(=CC(=C1)C=1C(=NN2C1N=C(C=C2)CC(C(=O)N)(C)O)C2=CC(=CC=C2)C#N)C